Cl.C[C@@H]1N[C@H](COC1)C (3s,5s)-3,5-dimethylmorpholine hydrochloride